(S)-7-((2S,5R)-4-acryloyl-2,5-dimethylpiperazin-1-yl)-9-chloro-10-(4-fluorophenyl)-3-(methoxymethyl)-2H-[1,4]thiazino[2,3,4-ij]quinazolin-5(3H)-one C(C=C)(=O)N1C[C@@H](N(C[C@H]1C)C1=NC(N2C3=C(C(=C(C=C13)Cl)C1=CC=C(C=C1)F)SC[C@@H]2COC)=O)C